3-Bromo-6-ethyl-2-methylpyridine BrC=1C(=NC(=CC1)CC)C